BrC=1C=C2C(=C(C=NC2=CC1)C#N)Cl 6-bromo-4-chloro-quinoline-3-carbonitrile